C(C)OC(CCCCC)=O.[Zn] Zinc ethylhexanoate